C1(=CC=CC=C1)S(=O)(=O)O.C(C1=CC=CC=C1)OC([C@@H](NC(=O)OCC1=CC=CC=C1)CCCCN)=O Nα-Cbz-lysine benzyl ester benzenesulfonate